5-(2-Aminopropoxy)-N-(1-(7-methoxyisoquinolin-5-yl)cyclopropyl)-2-methylbenzamide NC(COC=1C=CC(=C(C(=O)NC2(CC2)C2=C3C=CN=CC3=CC(=C2)OC)C1)C)C